(R)-N-(6-fluoro-1,2,3,4-tetrahydronaphthalen-2-yl)-6-{4-[(6-methoxypyridin-3-yl)oxy]piperidin-1-yl}-5-methylpyridazine-3-carboxamide FC=1C=C2CC[C@H](CC2=CC1)NC(=O)C=1N=NC(=C(C1)C)N1CCC(CC1)OC=1C=NC(=CC1)OC